6'-amino-5-chloro-3-[4-fluoro-4-(4-methyl-4H-1,2,4-triazol-3-yl)piperidin-1-yl]-[2,3'-bipyridine]-4-carbonitrile NC1=CC=C(C=N1)C1=NC=C(C(=C1N1CCC(CC1)(C1=NN=CN1C)F)C#N)Cl